P(OC1=C(C=C(C=C1C)CCC(=O)OCCCCCCCCCCCCCCCCCC)C(C)(C)C)(OC1=C(C=C(C=C1C)CCC(=O)OCCCCCCCCCCCCCCCCCC)C(C)(C)C)O bis[2-t-butyl-6-methyl-4-{2-(octadecyloxycarbonyl)ethyl}phenyl] hydrogen phosphite